C(C)(C)(C)OC(=O)N1CC(C1)CC1=C(N=CC=C1I)F 3-(2-fluoro-4-iodonicotinyl)azetidine-1-carboxylic acid tert-butyl ester